6-(1-methyl-1H-pyrazol-4-yl)pyrazolo[1,5-a]pyridin CN1N=CC(=C1)C=1C=CC=2N(C1)N=CC2